((1S,6R,7R)-3-(3-(7-chloro-1-methyl-1H-benzo[d]imidazol-6-yl)-1H-pyrazolo[3,4-b]pyrazin-6-yl)-7-(2-fluorophenyl)-3-azabicyclo[4.1.0]heptan-7-yl)methanamine ClC1=C(C=CC2=C1N(C=N2)C)C2=NNC1=NC(=CN=C12)N1C[C@@H]2[C@]([C@@H]2CC1)(C1=C(C=CC=C1)F)CN